NC1=NC=C(C2=C1C(=NN2C)C2=CC(=C(C=C2)NS(=O)(=O)C(F)F)OCC2=CC=C(C=C2)F)C2=CC=NC=C2 N-(4-(4-amino-1-methyl-7-(pyridin-4-yl)-1H-pyrazolo[4,3-c]pyridin-3-yl)-2-((4-fluorobenzyl)oxy)phenyl)-1,1-difluoromethane-sulfonamide